C1=2C=C(C=CC2CC1)C(C)=O (bicyclo[4.2.0]oct-1(6),2,4-trien-3-yl)ethan-1-one